ClC=1C(N(C2=CC=CC(=C2N1)Cl)C)=O 3,5-dichloro-1-methylquinoxalin-2(1H)-one